FC(C(=O)OC)(S(=O)(=O)F)F methyl 2,2-difluoro-2-(fluorosulfonyl)-acetate